N,N'-(methylenebis(4,1-phenyleneiminocarbonyl))bis(4-methylbenzenesulfonamide) C(C1=CC=C(C=C1)NC(=O)NS(=O)(=O)C1=CC=C(C=C1)C)C1=CC=C(C=C1)NC(=O)NS(=O)(=O)C1=CC=C(C=C1)C